2-bromo-6-(1-(1-ethoxyethyl)-1H-pyrazol-4-yl)-5-(((S)-tetrahydrofuran-3-yl)oxy)-[1,2,4]triazolo[1,5-a]pyridine BrC1=NN2C(C=CC(=C2O[C@@H]2COCC2)C=2C=NN(C2)C(C)OCC)=N1